[(3aS,4R,6aR)-2,3,3a,4,5,6a-hexahydrofuro[2,3-b]furan-4-yl](4-nitrophenyl) carbonate C(OC1=C(C=C(C=C1)[N+](=O)[O-])[C@H]1[C@H]2[C@@H](OC1)OCC2)([O-])=O